3-tert-butyl-4,5-epoxytetrahydrophthalic anhydride C(C)(C)(C)C1C2C(C(=O)OC2=O)C=C2C1O2